OC1=CC=C2[C@H]([C@H](OCC2=C1)C1=CC=CC=C1)C=1C=CC(=NC1)N1CCC(CC1)CN1CCN(CC1)C=1C=C2CN(C(C2=CC1)=O)[C@@H]1C(NC(CC1)=O)=O (S)-3-(5-(4-((1-(5-((3S,4S)-7-hydroxy-3-phenylisochroman-4-yl)pyridin-2-yl)piperidin-4-yl)methyl)piperazin-1-yl)-1-oxoisoindolin-2-yl)piperidine-2,6-dione